COS(=O)(=O)[O-].[NH4+] ammonium methylsulfat